N-(2-methoxyethyl)-5-((4-(((4-nitronaphthalen-1-yl)oxy)methyl)pyridin-2-yl)amino)pyrazine-2-carboxamide COCCNC(=O)C1=NC=C(N=C1)NC1=NC=CC(=C1)COC1=CC=C(C2=CC=CC=C12)[N+](=O)[O-]